1-(3-((S)-2-hydroxy-3-methoxypropoxy)-4-methyl-1-phenyl-1H-pyrazol-5-yl)3-((3S,4r)-1-(2-methoxyethyl)-4-(3,4,5-trifluorophenyl)pyrrolidin-3-yl)urea O[C@H](COC1=NN(C(=C1C)NC(=O)N[C@@H]1CN(C[C@H]1C1=CC(=C(C(=C1)F)F)F)CCOC)C1=CC=CC=C1)COC